C=1(O)C(O)=CC=CC1 Catechole